FC1=C(C(=CC(=C1)N1C(O[C@H](C1)CO)=O)F)N1CCS(CC1)(=O)=O 4-{2,6-difluoro-4-[(5R)-5-(hydroxymethyl)-2-oxo-1,3-oxazolidin-3-yl]phenyl}-1λ6-thiomorpholine-1,1-dione